4-(4-(isoquinolin-6-yl)phenyl)-1H-1,2,3-triazole-5-carboxylic acid C1=NC=CC2=CC(=CC=C12)C1=CC=C(C=C1)C=1N=NNC1C(=O)O